bis(trimethylsilylmethyl-cyclopentadienylmethyl)hafnium (IV) C[Si](C)(C)CC(C1C=CC=C1)[Hf+2]C(C[Si](C)(C)C)C1C=CC=C1